CN1C(C2(C=3C1=CC=1C(=NN=C(C1C3)C)N[C@H](C)C3=C(C(=CC=C3)C(CO)(F)F)C)CCCC2)=O 1',5'-dimethyl-8'-[[(1R)-1-[3-(1,1-difluoro-2-hydroxy-ethyl)-2-methyl-phenyl]ethyl]amino]spiro[cyclopentane-1,3'-pyrrolo[2,3-g]phthalazine]-2'-one